2-phosphonobutane-1,2,4-tricarboxylic acid, potassium salt [K+].P(=O)(O)(O)C(CC(=O)[O-])(CCC(=O)[O-])C(=O)[O-].[K+].[K+]